tert-butyl (R)-3-[6-chloro-2-(tetrahydropyran-4-carbonyl)-1,2,3,4-tetrahydroisoquinolin-8-yl]morpholine-4-carboxylate ClC=1C=C2CCN(CC2=C(C1)[C@H]1N(CCOC1)C(=O)OC(C)(C)C)C(=O)C1CCOCC1